N-(2-((R)-4-cyanothiazolidin-3-yl)-2-oxoethyl)-6-((R)-3-hydroxy-3-methylpyrrolidin-1-yl)quinoline-4-carboxamide C(#N)[C@H]1N(CSC1)C(CNC(=O)C1=CC=NC2=CC=C(C=C12)N1C[C@](CC1)(C)O)=O